5(E),9(Z),12(Z)-octadecatrienoic acid CCCCC/C=C\C/C=C\CC/C=C/CCCC(=O)O